2-chloro-4-methoxy-N-[(1s,4s)-4-{[2-(difluoromethyl)imidazo[1,2-a]pyridin-5-yl]amino}cyclohexyl]benzamide ClC1=C(C(=O)NC2CCC(CC2)NC2=CC=CC=3N2C=C(N3)C(F)F)C=CC(=C1)OC